5-(6-hydroxy-5-(phenethylamino)pyridazin-3-yl)pyrimidine-2,4(1H,3H)-dione OC1=C(C=C(N=N1)C=1C(NC(NC1)=O)=O)NCCC1=CC=CC=C1